[Cl-].C(C1=CC=CC=C1)[N+](CCCCCCCCCCCCCCCC)(C)C benzyldimethylhexadecyl-ammonium chloride